4-hydroxymethyl-3-methoxyphenoxyacetic acid OCC1=C(C=C(OCC(=O)O)C=C1)OC